3-(dimethylamino)benzaldehyde CN(C=1C=C(C=O)C=CC1)C